C1(=CC=CC2=CC=CC=C12)N(C1=CC(=C(C2=C(C=C(N(C3=CC=CC=C3)C3=CC=CC4=CC=CC=C34)C=C2)C)C=C1)C)C1=CC=CC=C1 bis(naphthalene-1-yl)-N,N'-bis(phenyl)-2,2'-dimethylbenzidine